Cl.C(C)C1(C[C@@H]2SCC[C@@H](C(N2C1C(=O)N[C@@H]1CCCC2=CC=CC=C12)=O)NC([C@H](C)NC)=O)CC (4S,9aS)-8,8-diethyl-4-((S)-2-(methylamino)propanamido)-5-oxo-N-((R)-1,2,3,4-tetrahydronaphthalen-1-yl)octahydropyrrolo[2,1-b][1,3]thiazepine-7-carboxamide hydrochloride